3-{[(2S)-5-oxomorpholin-2-yl]methoxy}pyridine-4-carbonitrile O=C1CO[C@@H](CN1)COC=1C=NC=CC1C#N